CCC(CC(C)N)O methyl-4-aminopentan-2-ol